6-(((tert-butoxycarbonyl)amino)methyl)-5-chloro-1-(4-fluorophenyl)-2-oxo-1,2-dihydropyridine-3-carboxylic acid C(C)(C)(C)OC(=O)NCC1=C(C=C(C(N1C1=CC=C(C=C1)F)=O)C(=O)O)Cl